[Cl-].C(CCCCCCC\C=C/CCCCCCCC)C=1NC=C[N+]1CCO 2-oleyl-3-(2-hydroxyethyl)imidazolium chloride